2-(2-(tert-butoxy)ethyl)-6-((2-methyl-6-(trifluoromethyl)-1,2-dihydropyridin-3-yl)sulfonyl)-2,6-diazaspiro[3.3]heptane C(C)(C)(C)OCCN1CC2(C1)CN(C2)S(=O)(=O)C=2C(NC(=CC2)C(F)(F)F)C